(4-((4-(3-(pyridin-3-ylmethyl)thioureido)phenyl)sulfonyl)piperazin-1-yl)heptanoic acid tert-butyl ester C(C)(C)(C)OC(C(CCCCC)N1CCN(CC1)S(=O)(=O)C1=CC=C(C=C1)NC(=S)NCC=1C=NC=CC1)=O